(3-(4-bromo-1H-imidazol-1-yl)-2-((tert-butyldimethylsilyl)oxy)-propyl)carbamic acid tert-butyl ester C(C)(C)(C)OC(NCC(CN1C=NC(=C1)Br)O[Si](C)(C)C(C)(C)C)=O